BrCC(=O)C1=C(C=CC(=C1)Br)O 2,5'-dibromo-2'-hydroxyacetophenone